C(C=C)(=O)N1C[C@H](N(CC1)C=1C2=C(N(C(N1)=O)C=1C(=NC=CC1C)C(C)C)N=C(C(=C2)F)C2=C(C=CC=C2O)F)C ((R)-4-acryloyl-2-methylpiperazin-1-yl)-6-fluoro-7-(2-fluoro-6-hydroxyphenyl)-1-(2-isopropyl-4-methylpyridin-3-yl)pyrido[2,3-d]pyrimidin-2(1H)-one